CC1=CC2=C(C(=NC3=C(O2)C=C(C=C3)C)N3CCN(CC3)CC(C(=O)O)(C)C)C=C1 3-(4-(3,7-Dimethyldibenzo[b,f][1,4]oxazepin-11-yl)piperazin-1-yl)-2,2-dimethylpropionic acid